N1C=CC2=CC=CC(=C12)N1C(CN(CC1)C)=O 1-(1H-indol-7-yl)-4-methyl-piperazin-2-one